3,4-Dihydro-8-hydroxy-3-(4-hydroxy-3-methoxyphenyl)-1H-2-benzopyran-1-one OC1=CC=CC=2CC(OC(C21)=O)C2=CC(=C(C=C2)O)OC